CN1N=CC2=NC(=CC=C21)C(=O)OC methyl 1-methyl-1H-pyrazolo[4,3-b]pyridine-5-carboxylate